2'-O-methyl-uridine phosphoramidite P(O)(N)OC[C@@H]1[C@H]([C@H]([C@@H](O1)N1C(=O)NC(=O)C=C1)OC)O